2-[[6-[(E)-2-[6-[2-(methylcarbamoyl)phenyl]sulfanyl-1-tetrahydropyran-2-yl-indole-3-yl]vinyl]-3-pyridyl]oxymethyl]pyrrolidine-1-carboxylic acid tert-butyl ester C(C)(C)(C)OC(=O)N1C(CCC1)COC=1C=NC(=CC1)\C=C\C1=CN(C2=CC(=CC=C12)SC1=C(C=CC=C1)C(NC)=O)C1OCCCC1